C(CCCCCCCCCCCCCCC)S(=O)(=O)Cl 1-hexadecanesulfonyl chloride